11(Z)-Octadecenoic acid CCCCCC/C=C\CCCCCCCCCC(=O)O